C(CCCCCCC)OC(CCCCCCCCC(=O)OCCCCCCCC)=O.C=1(C(=CC=CC1)C)C xylene dioctyl-sebacate